(2S,4R)-1-[(2S)-2-(2-bromoacetamido)-3,3-dimethylbutyryl]-4-hydroxy-N-{(1S)-1-[4-(4-methyl-1,3-thiazol-5-yl)phenyl]ethyl}pyrrolidine-2-carboxamide BrCC(=O)N[C@H](C(=O)N1[C@@H](C[C@H](C1)O)C(=O)N[C@@H](C)C1=CC=C(C=C1)C1=C(N=CS1)C)C(C)(C)C